5-(3,5-difluorobenzyl)-3-(2-(trifluoromethyl)styryl)-1H-indazole FC=1C=C(CC=2C=C3C(=NNC3=CC2)C=CC2=C(C=CC=C2)C(F)(F)F)C=C(C1)F